tert-butyl (tert-butoxycarbonyl)(7-cyclopropyl-5-(7-(3-(5-(1-(trifluoromethyl)cyclopropyl)isoxazol-3-yl)ureido)benzofuran-4-yl)-7H-pyrrolo[2,3-d]pyrimidin-4-yl)carbamate C(C)(C)(C)OC(=O)N(C(OC(C)(C)C)=O)C=1C2=C(N=CN1)N(C=C2C2=CC=C(C1=C2C=CO1)NC(=O)NC1=NOC(=C1)C1(CC1)C(F)(F)F)C1CC1